C1N(CCC2=CC=CC=C12)C[C@H](CN1C(C2=C(CCC1)C=C(C=C2)OC(F)(F)F)=O)O 2-[(2R)-3-(3,4-dihydro-1H-isoquinolin-2-yl)-2-hydroxy-propyl]-7-(trifluoromethoxy)-4,5-dihydro-3H-2-benzazepine-1-one